(8-(4-(benzyloxy)phenyl)-9H-purin-6-yl)morpholine C(C1=CC=CC=C1)OC1=CC=C(C=C1)C=1NC2=NC=NC(=C2N1)N1CCOCC1